tert-butyl rac-(3R,4R)-3-amino-4-(3,4-dichlorophenyl)pyrrolidine-1-carboxylate N[C@H]1CN(C[C@H]1C1=CC(=C(C=C1)Cl)Cl)C(=O)OC(C)(C)C |r|